benzyl ((5-fluoro-1-(1-(cis-4-isopropylcyclohexyl) piperidin-4-yl)-1H-indole-2-yl)methyl)carbamate FC=1C=C2C=C(N(C2=CC1)C1CCN(CC1)[C@@H]1CC[C@@H](CC1)C(C)C)CNC(OCC1=CC=CC=C1)=O